BrC=1C(=NC(=NC1)NC1=CC=C(C=C1)S(=O)(=O)NCCOCCOCCN(C/C=C/C(=O)OC(C)(C)C)C)NC1=C(C(=CC=C1)F)C(N)=O tert-butyl (E)-4-[2-[2-[2-[[4-[[5-bromo-4-(2-carbamoyl-3-fluoro-anilino) pyrimidin-2-yl]amino]phenyl]sulfonylamino]ethoxy]ethoxy]ethyl-methyl-amino]but-2-enoate